O=C1NC(CCC1N1C(C2=CC=C(C=C2C1)N1CCN(CC1)C(=O)OC(C)(C)C)=O)=O tert-Butyl 4-[2-(2,6-dioxo-3-piperidyl)-1-oxo-isoindolin-5-yl]piperazine-1-carboxylate